2-(5-(trifluoromethyl)-1H-pyrazol-3-yl)pyridine FC(C1=CC(=NN1)C1=NC=CC=C1)(F)F